4-[(2,6-difluorophenyl)methyl]-2-[4-({3,5-dimethyl-1-[2-(oxan-2-yloxy)ethyl]pyrazol-4-yl}oxy)-3-fluorophenyl]-1,2,4-triazol-3-one FC1=C(C(=CC=C1)F)CN1C(N(N=C1)C1=CC(=C(C=C1)OC=1C(=NN(C1C)CCOC1OCCCC1)C)F)=O